The molecule is a member of bilenes. It derives from a bilene-b. It is a conjugate base of a primary fluorescent chlorophyll catabolite(1-). It is a conjugate acid of a primary fluorescent chlorophyll catabolite(2-). CCC1=C(NC(=C1C)C=O)CC2=C(C3=C(N2)/C(=C\\4/[C@H]([C@@H](C(=N4)CC5C(=C(C(=O)N5)C=C)C)C)CCC(=O)O)/[C@H](C3=O)C(=O)OC)C